C(C)OC1=NN(C(=C1I)CN(C(C)C)C[C@H](C)OC=1N(N=C(C1C=1C=C2C(=CN1)N(N=C2C#C)C2OCCCC2)C)C)CCO 2-[3-ethoxy-5-[[[(2S)-2-[4-(3-ethynyl-1-tetrahydropyran-2-yl-pyrazolo[3,4-c]pyridin-5-yl)-2,5-dimethyl-pyrazol-3-yl]oxypropyl]-isopropyl-amino]methyl]-4-iodo-pyrazol-1-yl]ethanol